4-(bromomethyl)-2-methylbenzonitrile BrCC1=CC(=C(C#N)C=C1)C